4-(5-hydroxy-1,3-dioxoisoindoline-2-yl)benzoic acid OC=1C=C2C(N(C(C2=CC1)=O)C1=CC=C(C(=O)O)C=C1)=O